N-(1-(4-fluoro-2-methylbenzyl)-6-(7-hydroxy-1-methyl-1H-pyrrolo[2,3-c]pyridin-3-yl)-1H-indazol-4-yl)ethanesulfonamide FC1=CC(=C(CN2N=CC3=C(C=C(C=C23)C2=CN(C3=C(N=CC=C32)O)C)NS(=O)(=O)CC)C=C1)C